2-(3-bromo-5-methoxy-phenyl)-2-methoxy-acetic acid BrC=1C=C(C=C(C1)OC)C(C(=O)O)OC